5-(pyridin-2-ylamino)-3-(4-(((4-(trifluoromethoxy)phenyl)methyl)sulfonamido)phenyl)-1H-pyrazole-4-carboxamide N1=C(C=CC=C1)NC1=C(C(=NN1)C1=CC=C(C=C1)NS(=O)(=O)CC1=CC=C(C=C1)OC(F)(F)F)C(=O)N